C(C)(C)(C)C1=CC=C(CSC=2C(=NC(=NC2)C(=O)N)C2N(C3=C(N2C)C=CC=C3)OCC)C=C1 (Z)-5-((4-(tert-butyl)benzyl)thio)-N'-ethoxy-4-(1-methyl-1H-benzo[d]imidazol-2-yl)pyrimidine-2-carboxamide